FC(C=1C=C(C=C(C1)C(F)(F)F)NC1CCC(CC1)NC(OC(C)(C)C)=O)(F)F tert-butyl ((1S,4S)-4-((3,5-bis(trifluoromethyl)phenyl) amino)cyclohexyl)carbamate